NCC1=CC(=NC(=C1)N1N=C(C=C1)C)NC1CCC(CC1)(F)F 4-(aminomethyl)-N-(4,4-difluorocyclohexyl)-6-(3-methyl-1H-pyrazol-1-yl)pyridin-2-amine